(R)-N-(8-methylisoquinolin-1-yl)-4-phenyl-N-(piperidin-3-yl)-3,6-dihydropyridine-1(2H)-carboxamide CC=1C=CC=C2C=CN=C(C12)N(C(=O)N1CCC(=CC1)C1=CC=CC=C1)[C@H]1CNCCC1